F[C@H]1CN(CC1)C=1OC2=C(C=C(C=C2C(C1)=O)C)C(C)NC1=C(C(=O)O)C=CC=C1 2-[1-[2-[(3R)-3-Fluoropyrrolidin-1-yl]-6-methyl-4-oxo-chromen-8-yl]ethylamino]benzoic acid